4-(6-(2,5-Difluorophenyl)-6-(1-methyl-2-oxo-1,2-dihydropyridin-3-yl)hexa-1,3-Diyn-1-yl)-3-(trifluoromethyl)pyrazolo[1,5-a]pyridine-5-carboxylic acid methyl ester COC(=O)C1=C(C=2N(C=C1)N=CC2C(F)(F)F)C#CC#CCC(C=2C(N(C=CC2)C)=O)C2=C(C=CC(=C2)F)F